6-(3-cyano-6-(1-isopropyl-1H-pyrazol-4-yl)pyrazolo[1,5-a]pyridin-4-yl)-2,6-diazaspiro[3.3]heptane-2-carboxylic acid tert-butyl ester C(C)(C)(C)OC(=O)N1CC2(C1)CN(C2)C=2C=1N(C=C(C2)C=2C=NN(C2)C(C)C)N=CC1C#N